4-(4-(4-hydroxyphenyl)azepan-1-yl)-2-(trifluoromethyl)benzonitrile OC1=CC=C(C=C1)C1CCN(CCC1)C1=CC(=C(C#N)C=C1)C(F)(F)F